3,8-dihydroxydodecanoic acid OC(CC(=O)O)CCCCC(CCCC)O